8-(4-fluoro-6-methoxy-1,2-dimethyl-1H-benzo[d]imidazol-5-yl)-1-vinylindolizine FC1=C(C(=CC=2N(C(=NC21)C)C)OC)C2=CC=CN1C=CC(=C21)C=C